N1(CCCC2=NC=CC=C12)C1=NN(C2=NC(=CN=C21)N2[C@@H](CC(CC2)C#N)C)C2OCCCC2 (2R)-1-(3-(3,4-dihydro-1,5-naphthyridin-1(2H)-yl)-1-(tetrahydro-2H-pyran-2-yl)-1H-pyrazolo[3,4-b]pyrazin-6-yl)-2-methylpiperidine-4-carbonitrile